N[C@H](C(=O)O)CCCNCCCCCCN (s)-2-amino-5-((6-aminohexyl)amino)pentanoic acid